C(C)(C)(C)OC(=O)N1CCN(CC1)C1=C(C=C(C(=C1)OC)N)C=1C=NN(C1)CC 4-(4-amino-2-(1-ethyl-1H-pyrazol-4-yl)-5-methoxyphenyl)piperazine-1-carboxylic acid tert-butyl ester